COC1=C(C=C(C=N1)OCCC(=O)N1CCN(CC1)C1=NC=C(C=N1)C(F)(F)F)C(F)(F)F 3-((6-methoxy-5-(trifluoromethyl)pyridin-3-yl)oxy)-1-(4-(5-(trifluoromethyl)pyrimidin-2-yl)piperazin-1-yl)propan-1-one